(2S,SR)-6-benzyloxy-7-oxo-1,6-diazabicyclo[3.2.1]octane-2-carboxamide C(C1=CC=CC=C1)ON1[C@H]2CC[C@H](N(C1=O)C2)C(=O)N |&1:9|